(E)-4-((4-((E)-3-(4-hydroxy-3-methoxyphenyl)acrylamido)butyl)amino)-3-methyl-4-oxobut-2-en-1-yl acetate C(C)(=O)OC\C=C(\C(=O)NCCCCNC(\C=C\C1=CC(=C(C=C1)O)OC)=O)/C